2-[3-{7-chloro-2-[(2S)-2-methyl-azetidin-1-yl]-thieno[3,2-d]pyrimidin-4-yl}-2-oxo-3-azabicyclo[3.1.0]hex-6-yl]acetic acid ClC1=CSC2=C1N=C(N=C2N2C(C1C(C1C2)CC(=O)O)=O)N2[C@H](CC2)C